[Cl-].[Na+].CC1=CC=CC=2NN=NC21 methyl-benzotriazol sodium chloride salt